(5-fluoro-2-(2H-1,2,3-triazol-2-yl)phenyl)((3aR,7aS)-Octahydro-5H-pyrrolo[3,4-c]pyridin-5-yl)methanone FC=1C=CC(=C(C1)C(=O)N1C[C@@H]2[C@H](CC1)CNC2)N2N=CC=N2